11-((2-Hexyldecanoyl)oxy)-6-((4-hydroxybutyl)(methyl)amino)undecyl (2-hexyl-decanoyl)prolinate C(CCCCC)C(C(=O)N1[C@@H](CCC1)C(=O)OCCCCCC(CCCCCOC(C(CCCCCCCC)CCCCCC)=O)N(C)CCCCO)CCCCCCCC